C(CCCCCCCCCCCCCCCCC)(=O)OCCCCC(OC(NCCN(C(OC(C)(C)C)=O)CCN(C)C)=O)CCCCOC(CCCCCCCCCCCCCCCCC)=O 5-[2-(dimethylamino) ethyl]-2,2-dimethyl-4,9-dioxo-11-{4-[(1-oxooctadecyl) oxy] butyl}-5,8-diaza-3,10-dioxapentadec-15-yl octadecanoate